CCCCCCCCCCCCCCCC(=O)O[C@H]1CC[C@@]2([C@H]3CC[C@]4([C@H](C3=CC=C2C1)CC[C@@H]4[C@H](C)/C=C/[C@H](C)C(C)C)C)C The molecule is a ergosteryl ester obtained by formal condensation of the 3-hydroxy group of ergosterol with the carboxy group of hexadecanoic (palmitic) acid. A natural product found in Chaetomium globosum and Chaetomium longirostre. It has a role as a metabolite.